C[Si](CC)(C)C trimethyl-ethyl-silicon